(2S,4R)-4-(m-tolylmethoxy)pyrrolidine-2-carboxylic acid C1(=CC(=CC=C1)CO[C@@H]1C[C@H](NC1)C(=O)O)C